methyl (S)-2-(((benzyloxy)carbonyl)amino)-3-(1-methylcyclopropyl)propanoate C(C1=CC=CC=C1)OC(=O)N[C@H](C(=O)OC)CC1(CC1)C